Cyclophosphane C1CNP(=O)(OC1)N(CCCl)CCCl